1-bromo-4-methoxy-2-(2-methylallyloxy)benzene BrC1=C(C=C(C=C1)OC)OCC(=C)C